O=C1NC(CCC1C1=CC=C(C=C1)N1CCC(CC1)CN(C1CCC(CC1)C1=NC=CC=C1C(=O)N)C)=O [4-[[1-[4-(2,6-dioxo-3-piperidyl)phenyl]-4-piperidyl]methyl-methyl-amino]cyclohexyl]pyridine-3-carboxamide